6-bromo-4-(dimethylaminomethyl)-5-hydroxy-1-methyl-2-(phenylthiomethyl)-1H-indole-3-carboxylic acid ethyl ester C(C)OC(=O)C1=C(N(C2=CC(=C(C(=C12)CN(C)C)O)Br)C)CSC1=CC=CC=C1